FC(C1=CC=C(S1)C=1C=C2C(=NC1)N(C(N2CC2=NOC(=C2)C)=O)C)F 6-[5-(difluoromethyl)-2-thienyl]-3-methyl-1-[(5-methylisoxazol-3-yl)methyl]imidazo[4,5-b]pyridin-2-one